FC1=C(C=CC(=C1)F)C1=CC(=NO1)C(=O)NC1(CN(C1)C1CCC(CC1)(C)O)CC(=O)NC(C)(C)C1=C(C=CC(=C1)F)OC 5-(2,4-difluorophenyl)-N-(1-(4-hydroxy-4-methylcyclohexyl)-3-(2-((2-(5-fluoro-2-methoxyphenyl)propan-2-yl)amino)-2-oxoethyl)azetidin-3-yl)isoxazole-3-carboxamide